C(C)SC1=C(C(=O)O)C=CC=C1 2-(Ethylthio)benzoic acid